COC(C=1C(O)=CC=C(O)C1)=O gentisic acid methyl ester